N-(1-(8-fluoro-7-(8-fluoronaphthalen-1-yl)-2-((hexahydro-1H-pyrrolizin-7a-yl)methoxy)pyrido[4,3-d]pyrimidin-4-yl)piperidin-4-yl)formamide FC1=C(N=CC2=C1N=C(N=C2N2CCC(CC2)NC=O)OCC21CCCN1CCC2)C2=CC=CC1=CC=CC(=C21)F